C1OCC12CC(C2)NC(CCCCCCCC(=O)OC(CCCCCCCC)CCCCCCCC)CCCCCCCOC(CCCCCCCCC)=O Heptadecan-9-yl 9-((2-oxaspiro[3.3]heptan-6-yl)amino)-16-(decanoyloxy)hexadecanoate